COC(CCC(=O)C1=CC=C(C=C1)C)=O 4-(4-methylphenyl)-4-oxo-butyric acid methyl ester